CC1=C(C=CC=2N(C=NC21)C2=NC(C(C1=CC=CC=C21)(F)F)(C)C)C 1-(4,5-Dimethyl-1H-benzimidazol-1-yl)-4,4-difluoro-3,3-dimethyl-3,4-dihydroisochinolin